ClC1=C(OC=2N=NC(=CC2C(=O)NC2=CC(=CC=C2)S(=O)(=N)C)OC(F)(F)F)C=CC(=C1)F 3-(2-chloro-4-fluorophenoxy)-N-(3-(S-methylsulfonimidoyl)phenyl)-6-(trifluoromethoxy)pyridazine-4-carboxamide